C(C)(C)OC(CC1COP(OC1)(=O)COCCN1C2=NC=NC(=C2N=C1)N)=O.BrC=1C=CC(=C(C1)C(C)=O)[N+](=O)[O-] 1-(5-bromo-2-nitrophenyl)ethanone isopropyl-2-(2-((2-(6-amino-9H-purin-9-yl)ethoxy)methyl)-2-oxo-1,3,2-dioxaphosphinan-5-yl)acetate